2-(6-(4-isopropyl-4H-1,2,4-triazol-3-yl)pyridin-2-yl)-7-(4-(trifluoromethyl)-1H-imidazol-1-yl)isoquinolin-1(2H)-one C(C)(C)N1C(=NN=C1)C1=CC=CC(=N1)N1C(C2=CC(=CC=C2C=C1)N1C=NC(=C1)C(F)(F)F)=O